CC(=C)C(C(=C)C)=C 2,4-dimethyl-3-methylenepenta-1,4-diene